3-methylidenecyclobutane-1-carbonitrile C=C1CC(C1)C#N